2-{2-[(4-benzyl-5-cyclopropyl-4H-1,2,4-triazol-3-yl)sulfanyl]propanamido}thiophene-3-carboxamide C(C1=CC=CC=C1)N1C(=NN=C1C1CC1)SC(C(=O)NC=1SC=CC1C(=O)N)C